5-amino-1-((1R,5S)-8-azabicyclo[3.2.1]octan-3-yl)-3-(7-((5-fluoro-2-methoxybenzamido)methyl)-1H-indol-4-yl)-1H-pyrazole-4-carboxamide NC1=C(C(=NN1C1C[C@H]2CC[C@@H](C1)N2)C2=C1C=CNC1=C(C=C2)CNC(C2=C(C=CC(=C2)F)OC)=O)C(=O)N